(1R,2S,5S)-8-(benzyl-(2,2,2-trifluoroethyl)carbamoyl)-3-(diphenylcarbamoyl)-3,8-diazabicyclo[3.2.1]octane-2-carboxylic acid C(C1=CC=CC=C1)N(C(=O)N1[C@H]2[C@H](N(C[C@@H]1CC2)C(N(C2=CC=CC=C2)C2=CC=CC=C2)=O)C(=O)O)CC(F)(F)F